OC(COC=1C(=CC(=NC1)C)C1=CC=2N(C=C1)N=C(C2)NC=2C=C(C(N(N2)CC(C)C)=O)C)(C)C 6-[[5-[5-(2-hydroxy-2-methyl-propoxy)-2-methyl-4-pyridyl]pyrazolo[1,5-a]pyridin-2-yl]amino]-2-isobutyl-4-methyl-pyridazin-3-one